C1(=CC=CC=C1)[Si](S)(C1=CC=CC=C1)C1=CC=CC=C1 triphenyl-silanethiol